tert-butyl (1-(2-(2-(2-((2-(1-methyl-2,6-dioxopiperidin-3-yl)-1,3-dioxoisoindolin-4-yl)amino) ethoxy)ethoxy)ethyl)piperidin-4-yl)carbamate CN1C(C(CCC1=O)N1C(C2=CC=CC(=C2C1=O)NCCOCCOCCN1CCC(CC1)NC(OC(C)(C)C)=O)=O)=O